C1(CC1)C1=NC=NC(=C1C1=NC=C2NC(N(C2=N1)CC1=CC=C(C=C1)N1N=C(C=C1C)C(F)(F)F)=O)OC 2-(4-cyclopropyl-6-methoxypyrimidin-5-yl)-9-([4-[5-methyl-3-(trifluoromethyl)pyrazol-1-yl]phenyl]methyl)-7H-purin-8-one